CC(C)(CCCCCCCCCCCCC)C1=NOC(N1)=O 3-(2-methylpentadecan-2-yl)-1,2,4-oxadiazol-5(4H)-one